BrC1=CC=C(CN(CC(=O)NCC2=CC=C(C=C2)Cl)CC)C=C1 2-((4-bromobenzyl)(ethyl)amino)-N-(4-chlorobenzyl)acetamide